(4-CHLORO-6-FORMYL-PYRIDIN-2-YL)-CARBAMIC ACID TERT-BUTYL ESTER C(C)(C)(C)OC(NC1=NC(=CC(=C1)Cl)C=O)=O